FC(C1=CC=C(C=N1)N1NCCCC1)(F)F 1-[6-(trifluoromethyl)pyridin-3-yl]-tetrahydropyridazin